4-(isopropylamino)-N-(2-(2-oxopiperidin-1-yl)ethyl)-6-(1H-pyrazol-4-yl)quinoline-3-carboxamide C(C)(C)NC1=C(C=NC2=CC=C(C=C12)C=1C=NNC1)C(=O)NCCN1C(CCCC1)=O